ClC1=CC=C(C(=N1)CC)CC1C(N(C2CC12)C1=CC(=NN1)C1=CN=NC=C1C)=O Endo-4-((6-chloro-2-ethylpyridin-3-yl)methyl)-2-(3-(5-methylpyridazin-4-yl)-1H-pyrazol-5-yl)-2-azabicyclo[3.1.0]hexan-3-one